2-(2-vinyl-5-methyl-1H-pyrrol-1-yl)ethanol C(=C)C=1N(C(=CC1)C)CCO